Cl.FC1=C(C=CC(=C1)F)S(=O)(=O)NC=1C(=NC=C(C1)C=1C=C2C(=NC=NC2=CC1)N1CCN(CC1)C(\C=C\C(C)=O)=O)OC (E)-2,4-difluoro-N-(2-methoxy-5-(4-(4-(4-oxopent-2-enoyl)piperazin-1-yl)quinazolin-6-yl)pyridin-3-yl)benzenesulfonamide hydrochloride